N1C=CC2=CC(=CC=C12)S(=O)(=O)N1CCC(CC1)C(=O)NC1=CC(=C(C=C1)C)O 1-((1H-indol-5-yl)sulfonyl)-N-(3-hydroxy-4-methylphenyl)piperidine-4-carboxamide